carbonylcyanide-4-(trifluoromethoxy)-phenylhydrazone FC(OC1=CC=C(C=C1)NN=C(C#N)C#N)(F)F